N-(2,2,2-trifluoroethyl)nicotinamide FC(CNC(C1=CN=CC=C1)=O)(F)F